BrCC=1C(=C(C(=O)OC)C=CC1)F methyl 3-(bromomethyl)-2-fluorobenzoate